S1C(=CC2=C1C=CC=C2)C(=O)O benzothiophene-2-carboxylic acid